C1(CC1)[C@H](C)N1C(C2=C(C=C(C=C2C1)C1=NC2=C(C(=NN2C=C1)N)C(=O)NCCO)C(F)(F)F)=O 2-[(S)-1-Cyclopropylethyl]-5-{2-amino-3-[(2-hydroxyethylamino)carbonyl]-1,4,7a-triaza-5-indenyl}-7-(trifluoromethyl)-1-isoindolinone